3-FLUORO-2-HYDROXYISONICOTINALDEHYDE FC1=C(C=O)C=CN=C1O